3-(but-3-en-1-yl)-5-(4-fluorophenyl)-8-methoxy-2,3-dimethyl-7-(trifluoromethyl)-2,3,4,5-tetrahydrobenzo[f][1,2,5]thiadiazepine 1,1-dioxide C(CC=C)C1(N(S(C2=C(N(C1)C1=CC=C(C=C1)F)C=C(C(=C2)OC)C(F)(F)F)(=O)=O)C)C